CC1(C[C@H](NC1)C(=O)O)C (S)-4,4-DIMETHYL-PYRROLIDINE-2-CARBOXYLIC ACID